CC1=NSN=C1NCC1=CC=C(C=C1)OC methyl-4-((4-methoxybenzyl)amino)-[1,2,5]thiadiazol